CC1=CC(=CS1)S 5-methyl-3-thiophenethiol